C(C)(C)(C)OC(=O)N1C=NC(=C1)CNC1=NN(C2=CC=CC(=C12)C1=CC=C(C=C1)C=1CCCCC1)C(CC(=O)O)C=O 3-((((1-(tert-butoxycarbonyl)-1H-imidazol-4-yl)methyl)amino)-4-(2',3',4',5'-tetrahydro-[1,1'-biphenyl]-4-yl)-1H-indazol-1-yl)-4-oxobutanoic acid